2-(6-(((1S,4S,5S,6R)-6-fluoro-1,2,4-trimethyl-2-azabicyclo[2.2.1]heptan-5-yl)(methyl)amino)pyridazin-3-yl)-5-(1H-imidazol-1-yl)phenol F[C@@H]1[C@H]([C@@]2(CN([C@]1(C2)C)C)C)N(C2=CC=C(N=N2)C2=C(C=C(C=C2)N2C=NC=C2)O)C